ClC1=NN2C(C3=CC=CC=C13)=NN=N2 chlorotetrazolo[5,1-a]phthalazine